2-[4-[2-[(1R)-2-(dimethylamino)-1-methyl-ethoxy]-7-(5-methyl-1-tetrahydropyran-2-yl-indazol-4-yl)-6,8-dihydro-5H-pyrido[3,4-d]pyrimidin-4-yl]-1-prop-2-enoyl-piperazin-2-yl]acetonitrile CN(C[C@H](OC=1N=C(C2=C(N1)CN(CC2)C2=C1C=NN(C1=CC=C2C)C2OCCCC2)N2CC(N(CC2)C(C=C)=O)CC#N)C)C